FCCOP(=O)([O-])F fluoroethyl-fluorophosphate